trimethyl-1,4,7,10-tetraazacyclotetradecane-3,6,11,14-tetraone CC1(N(C(CCC(NCCNC(CNC1=O)=O)=O)=O)C)C